7-methoxybenzo[d][1,3]dioxol-5-ol COC1=CC(=CC2=C1OCO2)O